ClC1=C(C=C2C=C(N=CC2=C1)NC(=O)[C@@H]1COCCC1)C1CCN(CC1)[C@@]1(COC[C@@H]1O)C (S)-N-(7-chloro-6-(1-((3R,4R)-4-hydroxy-3-methyltetrahydrofuran-3-yl)piperidin-4-yl)isoquinolin-3-yl)tetrahydro-2H-pyran-3-carboxamide